C1(CCCCC1)CN1N=C(N=C1)C(=O)NC1C(N(C=2N(CC1)N=C(C2)C)C)=O 1-(Cyclohexylmethyl)-N-(2,4-dimethyl-5-oxo-5,6,7,8-tetrahydro-4H-pyrazolo[1,5-a][1,3]diazepin-6-yl)-1H-1,2,4-triazol-3-carboxamid